C(C)OC(=O)C=1N=C2N(N1)[C@@H](C[C@H]2O)C(C)C.ONC(\C=C\C2=CC(=CC=C2)S(NC2=CC=CC=C2)(=O)=O)=O (2E)-N-hydroxy-3-[3-(phenylsulfamoyl)phenyl]acrylamide Ethyl-Trans-7-hydroxy-5-isopropyl-6,7-dihydro-5H-pyrrolo[1,2-b][1,2,4]triazole-2-carboxylate